3-(2-(dimethylamino)ethyl)-1H-indol-4-yl dihydrogen phosphate P(=O)(OC1=C2C(=CNC2=CC=C1)CCN(C)C)(O)O